ClC(C(C1=CC=C(C=C1)Cl)C1=CC=C(C=C1)Cl)(Cl)Cl 1,1'-(2,2,2-trichloroethane-1,1-diyl)bis(4-chlorobenzene)